5,10,15,20-tetrakis-(2,3,4,5,6-pentafluorophenyl)porphyrin tert-butyl-4-fluoro-3-(pyridin-4-yl)piperidine-1-carboxylate C(C)(C)(C)C1N(CCC(C1C1=CC=NC=C1)F)C(=O)O.FC1=C(C(=C(C(=C1F)F)F)F)C=1C2=CC=C(N2)C(=C2C=CC(C(=C3C=CC(=C(C=4C=CC1N4)C4=C(C(=C(C(=C4F)F)F)F)F)N3)C3=C(C(=C(C(=C3F)F)F)F)F)=N2)C2=C(C(=C(C(=C2F)F)F)F)F